C1(CCC1)CNCC=1NC2=CC(=CC=C2C1)CN1C(C2=CN=CC(=C2C=C1)OC(F)F)=O 2-[[2-[(cyclobutylmethylamino)methyl]-1H-indol-6-yl]methyl]-5-(difluoromethoxy)-2,7-naphthyridin-1-one